1-[4-(cyanomethyl)-1-[[4-(4-ethylphenyl)-3-hydroxy-phenyl]methyl]-3-fluoro-4-piperidyl]-3-(cyclopropanecarbonylamino)pyrazole-4-carboxamide C(#N)CC1(C(CN(CC1)CC1=CC(=C(C=C1)C1=CC=C(C=C1)CC)O)F)N1N=C(C(=C1)C(=O)N)NC(=O)C1CC1